FC1=CC=C(C=C1)COC(C)C=1C=C2NC1C=C1C=C(C(=N1)C=C1C=CC(N1)=CC=1C=CC(N1)=C2)C(C)OCC2=CC=C(C=C2)F 3,8-bis(1-(4-fluorophenylmethoxy)ethyl)porphyrin